C(C=C)(=O)N1CCN(C2CCC12)C1=NC(N2C3=C(C(=C(C=C13)Cl)C1=C(C=C(C=C1)F)F)SCC2)=O 7-(5-acryloyl-2,5-diazabicyclo[4.2.0]octan-2-yl)-9-chloro-10-(2,4-difluorophenyl)-2,3-dihydro-5H-[1,4]thiazino[2,3,4-ij]quinazolin-5-one